C(CC(=O)C)(=O)C(=C(C(=O)O)C)CC.NC1=C2C(=NC=N1)N(N=C2C#CC2=CC1=C(N(C(=N1)C)C)C=C2F)[C@@H]2CN(CC2)C(C=C)=O 1-[(3S)-3-{4-amino-3-[2-(6-fluoro-1,2-dimethyl-1,3-benzodiazol-5-yl)ethynyl]Pyrazolo[3,4-d]Pyrimidin-1-yl}pyrrolidin-1-yl]Prop-2-en-1-one acetoacetyl-ethyl-methacrylate